3-(3-chloropropyl)-2-fluoro-4-iodopyridine ClCCCC=1C(=NC=CC1I)F